COC(C1=C(N=C(C=C1)C1=CC=C(C=C1)OC)CN(S(=O)(=O)C1=CC=C(C=C1)C)CC(=O)OC)=O 2-{[methoxycarbonylmethyl-(4-methylphenylsulfonyl)-amino]-methyl}-6-(4-methoxy-phenyl)-nicotinic acid methyl ester